CC1=C(C=CC(=C1)C)S(=O)(=O)C=1N=NN2C1NC(C1=CC=C(C=C21)NCCN2CCOCC2)=O 3-(2,4-dimethylphenyl)sulfonyl-8-(2-morpholinoethyl-amino)-4H-triazolo[1,5-a]quinazolin-5-one